ethyl 5-bromo-2-(4-ethoxy-4-oxo-butyl)pyrazole-3-carboxylate BrC=1C=C(N(N1)CCCC(=O)OCC)C(=O)OCC